3-((4-methoxypyrimidin-2-yl)methyl)urea COC1=NC(=NC=C1)CNC(N)=O